1-(4-oxo-4,5-dihydro-1H-imidazol-2-yl)cyclopropyl-7-(tetrahydro-2H-pyran-4-yl)indolizine-2-carboxylic acid O=C1N=C(NC1)C1(CC1)C=1C(=CN2C=CC(=CC12)C1CCOCC1)C(=O)O